FLUOROPYRROLOPYRIDINE FC1=CC2=C(C=CC=N2)N1